2-(5-methoxynaphthalen-1-yl)ethan-1-amine hydrochloride Cl.COC1=C2C=CC=C(C2=CC=C1)CCN